C(C)N(C(C1=C(C=CC(=C1)F)OC1=C(N=CN=N1)N1CC2(CN(C2)C(C(C)C)C[C@@H](CN(C)CC)O)CC1)=O)C(C)C N-ethyl-2-((5-(2-((5S)-6-(ethyl-(methyl)amino)-5-hydroxy-2-methylhexan-3-yl)-2,6-diazaspiro[3.4]oct-6-yl)-1,2,4-triazin-6-yl)oxy)-5-fluoro-N-isopropylbenzamide